5-[3-[(1R)-1-[2-[(3,3-difluoropyrrolidin-1-yl)methyl]-4-pyridyl]-2,2-difluoro-ethoxy]-1-methyl-pyrazolo[3,4-c]pyridazin-5-yl]-1H-pyrimidine-2,4-dione FC1(CN(CC1)CC1=NC=CC(=C1)[C@H](C(F)F)OC1=NN(C2=NN=C(C=C21)C=2C(NC(NC2)=O)=O)C)F